NC1=C2C=CC(=CC2=CC(=C1)OCC(=O)NC1CC=CCC1)C(CC(=O)O)C1=CC2=C(OCO2)C=C1 5-amino-C3-(Benzo[d][1,3]dioxol-5-yl)-3-(7-(2-(cyclohex-3-en-1-ylamino)-2-oxoethoxy)naphthalen-2-yl)propanoic acid